FC1=C2C(=CN=C1N1CCC(CC1)N(C1COC1)C)NC(=C2C(C)C)C=2C=C(C=1N(C2)N=CN1)OC 1-(4-fluoro-3-isopropyl-2-(8-methoxy-[1,2,4]triazolo[1,5-a]pyridin-6-yl)-1H-pyrrolo[2,3-c]pyridin-5-yl)-N-methyl-N-(oxetan-3-yl)piperidin-4-amine